3-cyclopropyl-1,2,4-thiadiazol C1(CC1)C1=NSC=N1